(6R)-6-({2-[5-fluoro-2-(trifluoromethoxy)phenyl][1,2,4]triazolo[1,5-c]quinazolin-5-yl}amino)-1,4-diazepan-5-one FC=1C=CC(=C(C1)C1=NN2C(=NC=3C=CC=CC3C2=N1)N[C@H]1C(NCCNC1)=O)OC(F)(F)F